2-methoxybenzonitrile trifluoroacetate FC(C(=O)O)(F)F.COC1=C(C#N)C=CC=C1